N[C@H](C(=O)O)CC1=CNC(C=C1)=O (S)-2-amino-3-(6-oxo-1,6-dihydropyridin-3-yl)propanoic acid